COC1=C(C2=C(C=N1)C=NN2CC2=CC=C(C=C2)S(=O)(=O)N)C2=CC=CC=C2 4-((6-methoxy-7-phenyl-1H-pyrazolo[4,3-c]pyridin-1-yl)methyl)benzenesulfonamide